(S)-1-((2,6-bis(benzyloxy)-5-nitropyrimidin-4-yl)methyl)-1,2,3,4-Tetrahydronaphthalene-1-carboxylate C(C1=CC=CC=C1)OC1=NC(=C(C(=N1)C[C@]1(CCCC2=CC=CC=C12)C(=O)[O-])[N+](=O)[O-])OCC1=CC=CC=C1